4-(2-(3-(furan-2-yl)propoxy)-6-(3-(m-tolyl)-1H-pyrazol-1-yl)pyrimidin-4-yl)morpholine O1C(=CC=C1)CCCOC1=NC(=CC(=N1)N1CCOCC1)N1N=C(C=C1)C=1C=C(C=CC1)C